C(C)(C)(C)N[C@@H]1CN(CC1)C=1N=NC(=CC1)C1=C(C=C(C(=C1)F)C=1C=NN(C1)C1OCCCC1)OCOC (3S)-N-(tert-butyl)-1-(6-(5-fluoro-2-(methoxymethoxy)-4-(1-(tetrahydro-2H-pyran-2-yl)-1H-pyrazol-4-yl)phenyl)pyridazin-3-yl)pyrrolidin-3-amine